NC1=C(C=2C=C(C=3N(C2N1C1=C(C(=CC=C1C)OC)Cl)N=CN3)C)C(=O)N 7-amino-8-(2-chloro-3-methoxy-6-methylphenyl)-4-methyl-8H-pyrrolo[3,2-e][1,2,4]triazolo[1,5-a]pyridine-6-carboxamide